4-{5-[(1R,2S)-2-methylcyclopropyl]-1,2,4-oxadiazol-3-yl}-4-methylpiperidine hydrochloride Cl.C[C@@H]1[C@@H](C1)C1=NC(=NO1)C1(CCNCC1)C